BrC=1C=CC(=C(C1)NC(=S)NC(C1=CC=CC=C1)=O)I N-[(5-bromo-2-iodo-phenyl)carbamothioyl]benzamide